FC1=CC(=CC=2C=COC21)C2=NC=C(C=C2N2CCC(CC2)C(=O)OCC)CCCOC ethyl 1-(2-(7-fluorobenzofuran-5-yl)-5-(3-methoxypropyl)-3-pyridyl)piperidine-4-carboxylate